N-((1r,4r)-4-(3-chloro-4-cyanophenoxy)cyclohexyl)-6-(4-(4-(4-((2,6-dioxopiperidin-3-yl)amino)-2-fluorophenyl)piperazin-1-yl)piperidin-1-yl)pyridazine-3-carboxamide ClC=1C=C(OC2CCC(CC2)NC(=O)C=2N=NC(=CC2)N2CCC(CC2)N2CCN(CC2)C2=C(C=C(C=C2)NC2C(NC(CC2)=O)=O)F)C=CC1C#N